C(C)(=O)OCC(=O)[O-].[Ti+4].C(C)(=O)OCC(=O)[O-].C(C)(=O)OCC(=O)[O-].C(C)(=O)OCC(=O)[O-] titanium acetoxyacetate